NC1=NC2=CC=C(C=C2C=N1)C=1C=C(C(=O)NC2=CC(=CC(=C2)C(F)(F)F)N2C=NC(=C2)C)C=CC1C 3-(2-Aminoquinazolin-6-yl)-4-methyl-N-(3-(4-methyl-1H-imidazol-1-yl)-5-(trifluoromethyl)phenyl)benzamide